18-fluoroestradiol C1C[C@@H]([C@]2([C@@H]1[C@@H]3CCC4=C([C@H]3CC2)C=CC(=C4)O)CF)O